8-cyclopentyl-5-hydroxy-2-(methylthio)pyrido[2,3-d]pyrimidin-7(8H)-one C1(CCCC1)N1C(C=C(C2=C1N=C(N=C2)SC)O)=O